COC1=C2C=C(NC2=CC=C1)C(=O)N1C(C(CC1)C1=CC=CC=C1)C(=O)N 1-(4-methoxy-1H-indole-2-carbonyl)-3-phenylpyrrolidine-2-carboxamide